(S)-N-(1'-(6-(3-cyanopyrrolidin-1-yl)-4-methylpyridin-2-yl)-1',2'-dihydrospiro[cyclopropane-1,3'-pyrrolo[3,2-c]pyridin]-6'-yl)acetamide C(#N)[C@@H]1CN(CC1)C1=CC(=CC(=N1)N1CC2(C=3C=NC(=CC31)NC(C)=O)CC2)C